(2r,6s)-4-[4-(azidomethyl)-5-(trifluoromethyl)-1,3-oxazol-2-yl]-2,6-dimethylpiperazine-1-carboxylic acid tert-butyl ester C(C)(C)(C)OC(=O)N1[C@@H](CN(C[C@@H]1C)C=1OC(=C(N1)CN=[N+]=[N-])C(F)(F)F)C